N1(C=NC=C1)CC=1C=C(C=CC1OC1=CC=CC=C1)NC(=O)NC1=CC=CC=C1 1-[3-(1H-imidazol-1-ylmethyl)-4-phenoxyphenyl]-3-phenylurea